C(=C)C1=NC2=CC=CC=C2C=C1.N1C=CC2=CC=CC=C12 indole vinyl-quinoline salt